C(C)(C)(C)OC(NC1CCC(CC1)NC1=C2CN(C(C2=CC=C1)=O)C1C(NC(CC1)=O)=O)=O tert-butyl((1r,4r)-4-((2-(2,6-dioxopiperidin-3-yl)-1-oxoisoindolin-4-yl)amino)cyclohexyl)carbamate